NC(CF)(C)C1=CC=C(C=C1)C=1C=NC=C(C#N)C1 5-(4-(2-amino-1-fluoropropan-2-yl)phenyl)nicotinonitrile